C(CCCCCCCCCCC(=O)O)(=O)O.OCC(C)(CO)C neopentyl glycol dodecanedioate